(S)-4-((1-(4-chloro-8-(4,7-dihydrothieno[2,3-c]pyridin-6(5H)-yl)-1-oxo-2-phenyl-1,2-dihydroisoquinolin-3-yl)ethyl)amino)pyrido[2,3-d]pyrimidin-5(8H)-one ClC1=C(N(C(C2=C(C=CC=C12)N1CC2=C(CC1)C=CS2)=O)C2=CC=CC=C2)[C@H](C)NC=2C1=C(N=CN2)NC=CC1=O